(1,3-bis(trimethylphenyl)imidazolidin-2-ylidene)(tricyclohexylphosphine) CC1=C(C(=C(C=C1)N1C(N(CC1)C1=C(C(=C(C=C1)C)C)C)=C1C(CCCC1)P(C1CCCCC1)C1CCCCC1)C)C